O=C1N(CC[C@H]1OC[C@H](C)NC=1C=NNC(C1C(F)(F)F)=O)C1CCN(CC1)C=1N=CC(=NC1)C#N 5-(4-((R)-2-oxo-3-((S)-2-((6-oxo-5-(trifluoromethyl)-1,6-dihydropyridazin-4-yl)amino)propoxy)pyrrolidin-1-yl)piperidin-1-yl)pyrazine-2-carbonitrile